tris(3,5-difluorophenyl)borane FC=1C=C(C=C(C1)F)B(C1=CC(=CC(=C1)F)F)C1=CC(=CC(=C1)F)F